P([O-])(=O)(OP(=O)([O-])OP(=O)([O-])OP(=O)([O-])[O-])Cl chlorotetraphosphate